FC=1C=C2C=C(C(NC2=CC1F)=O)NC1=NC(=NC=C1)NC1=CC(=C(C=C1)OC1CC(C1)N(C)C)OC 6,7-difluoro-3-(2-{3-methoxy-4-[(1s,3s)-3-(dimethylamino)cyclobutoxy]phenyl-amino}-4-pyrimidinylamino)-1,2-dihydro-2-quinolinone